dicyclohexyl-methane C1(CCCCC1)CC1CCCCC1